C(C)OC[C@@H](CNC1=C(C2=C(C(=N1)NC=1C=C(C=CC1)C)C(NC2)=O)F)NC(OC(C)(C)C)=O (R)-tert-Butyl 1-ethoxy-3-(7-fluoro-3-oxo-4-(m-tolylamino)-2,3-dihydro-1H-pyrrolo[3,4-c]pyridin-6-ylamino)propan-2-ylcarbamate